4,5-dichloro-2-vinylpyridine ClC1=CC(=NC=C1Cl)C=C